[Si](C)(C)(C(C)(C)C)OCCC1CN(C(O1)=O)C=1C=CC=2OCC(NC2N1)=O 6-[5-[2-[tert-butyl(dimethyl)silyl]oxyethyl]-2-oxo-1,3-oxazolidin-3-yl]-4H-pyrido[3,2-b][1,4]oxazin-3-one